N[C@H]1CN(CC1)C(=O)C=1NC2=C(C=C(C=C2C1)Cl)Br (R)-(3-Aminopyrrolidin-1-yl)(7-bromo-5-chloro-1H-indol-2-yl)methanone